5'-(4-(9H-carbazol-9-yl)phenyl)-4,4''-di(9H-carbazol-9-yl)-6'-(4-(3,6-dimethyl-9H-carbazol-9-yl)phenyl)-4'-(pyridin-4-yl)-[1,1':2',1''-terphenyl]-3'-carbonitrile C1=CC=CC=2C3=CC=CC=C3N(C12)C1=CC=C(C=C1)C=1C(=C(C(=C(C1C1=CC=C(C=C1)N1C2=CC=C(C=C2C=2C=C(C=CC12)C)C)C1=CC=C(C=C1)N1C2=CC=CC=C2C=2C=CC=CC12)C1=CC=C(C=C1)N1C2=CC=CC=C2C=2C=CC=CC12)C#N)C1=CC=NC=C1